BrC1=NC=CC(=C1)NCC=1N=C2N(C=C(C=C2CCCl)C2CC2)C1 2-bromo-N-((8-(2-chloroethyl)-6-cyclopropylimidazo[1,2-a]pyridin-2-yl)methyl)pyridin-4-amine